ClC=1N=NC(=CC1C(=O)NCCC=1SC=C(N1)C(=O)O)Cl 2-(2-{[(3,6-dichloropyridazin-4-yl)carbonyl]amino}ethyl)-1,3-thiazole-4-carboxylic acid